O=C(CCCC(=O)N)C=1C=NC=CC1 5-Oxo-5-(pyridin-3-yl)-pentanamid